C[C@H]1[C@@H]([C@H]([C@H]([C@@H](O1)O)O[C@H]2[C@@H]([C@@H]([C@H]([C@@H](O2)C)O)O[C@H]3[C@@H]([C@@H]([C@H]([C@@H](O3)C)O)O[C@H]4[C@@H]([C@H]([C@@H]([C@H](O4)CO)O)O)NC(=O)C)O)O)O[C@H]5[C@@H]([C@H]([C@@H]([C@H](O5)CO)O)O)NC(=O)C)O The molecule is a branched amino pentasaccharide consisting of three alpha-L-rhamnose residues [linked sequentially (1->3) and (1->2); one at the reducing end] and two N-acetyl beta-D-glucosaminyl residues [one linked (1->3) to the reducing-end rhamnose and the other linked (1->3) to the non-reducing-end rhamnose].